FC1=C(C(=CC=C1)F)C1N[C@H](C2NNC(N2C2SC3CCCC3C12)C)C (7S)-9-(2,6-difluorophenyl)-3,7-dimethyl-16-thia-2,4,5,8-tetraazatetracyclo[8.6.0.02,6.011,15]Hexadecan